C1(=CC=CC=C1)C1CN(CC12CCCC2)C(=O)C2=CN=CC(N2)=O 6-[4-phenyl-2-azaspiro[4.4]nonane-2-carbonyl]-1H-pyrazin-2-one